(9Z,12Z)-1-(5-methoxy-3-(1-methylpiperidin-4-yl)-1H-indol-1-yl)octadeca-9,12-dien-1-one COC=1C=C2C(=CN(C2=CC1)C(CCCCCCC\C=C/C\C=C/CCCCC)=O)C1CCN(CC1)C